F[C@H]1[C@@H]2CC[C@H](C[C@H]1OC=1N=NC(=CC1)C1=C(C=C(C=C1)C=1OC=NN1)OCOC)N2C(=O)OC(C)(C)C tert-butyl (1S,2S,3R,5R)-2-fluoro-3-((6-(2-(methoxymethoxy)-4-(1,3,4-oxadiazol-2-yl) phenyl) pyridazin-3-yl) oxy)-8-azabicyclo[3.2.1]octane-8-carboxylate